C(C)(C)(C)N(C(O)=O)C1(CNCCC1)C.FC=1C=CC(=C(C1)[C@@H](NC(C1=CC(=CC(=C1)C1=NC=C(C=N1)N1CCC(CC1)NC)C)=O)C=1NC2=CC=CC=C2C1)O (R)-N-((5-fluoro-2-hydroxyphenyl)(1H-indol-2-yl)methyl)-3-methyl-5-(5-(4-(methylamino)piperidine-1-yl)pyrimidin-2-yl)benzamide tert-butyl-(3-methylpiperidin-3-yl)carbamate